CC1=C(SC=C1)CCCCC(=O)O 3-methyl-carboxybutylthiophene